ClC=1C=C(C(=O)NC2=CC=C(C=C2)[C@@H]2CNCCC2)C=CC1OC (R)-3-Chloro-4-methoxy-N-(4-(piperidin-3-yl)phenyl)benzamide